(S)-2-(((6-((5-cyclopropyl-3-(trifluoromethyl)-1H-pyrazol-1-yl)methyl)pyridin-3-yl)methyl)amino)-4,7,8-trimethyl-7,8-dihydropteridin-6(5H)-one C1(CC1)C1=CC(=NN1CC1=CC=C(C=N1)CNC1=NC=2N([C@H](C(NC2C(=N1)C)=O)C)C)C(F)(F)F